O[C@@H](C(=O)N1[C@@H]([C@H]2C([C@H]2C1)(C)C)C(=O)OC)CC methyl (1R,2S,5S)-3-((R)-2-hydroxybutanoyl)-6,6-dimethyl-3-azabicyclo[3.1.0]hexane-2-carboxylate